N-(2-aminophenyl)-5-((6-(6-methoxypyridin-3-yl)-4-methylquinazolin-8-yl)oxy)pentanamide dibenzyl-1,4,7,10-tetraazacyclododecane-1,4-dicarboxylate C(C1=CC=CC=C1)OC(=O)N1CCN(CCNCCNCC1)C(=O)OCC1=CC=CC=C1.NC1=C(C=CC=C1)NC(CCCCOC=1C=C(C=C2C(=NC=NC12)C)C=1C=NC(=CC1)OC)=O